(2S,5S)-5-(((tert-Butyldimethylsilyl)oxy)methyl)-2-methylpiperazine-1-carboxylic acid tert-butyl ester C(C)(C)(C)OC(=O)N1[C@H](CN[C@@H](C1)CO[Si](C)(C)C(C)(C)C)C